methyl 5-(chlorocarbonyl)-2-naphthoate ClC(=O)C1=C2C=CC(=CC2=CC=C1)C(=O)OC